2-Bromo-7-(1-(1-ethoxyethyl)-1H-pyrazol-4-yl)-8-isopropoxy-[1,2,4]triazolo[1,5-a]pyridine BrC1=NN2C(C(=C(C=C2)C=2C=NN(C2)C(C)OCC)OC(C)C)=N1